(7R,8aS)-7-(2,3-dichloro-6-hydroxyphenyl)-2-(2-hydroxy-2-methylpropyl)-hexahydropyrrolo[1,2-a]pyrazin-4-one ClC1=C(C(=CC=C1Cl)O)[C@H]1C[C@@H]2N(C(CN(C2)CC(C)(C)O)=O)C1